C(C)(C)(C)OC(=O)NC1CC(CC1=O)C(=O)OCC ethyl 3-((tert-butoxycarbonyl)amino)-4-oxocyclopentane-1-carboxylate